Methyl 6-chloro-2-methyl-3-(trifluoromethyl)isonicotinate ClC=1N=C(C(=C(C(=O)OC)C1)C(F)(F)F)C